FC1=CC2=CN(N=C2C(=C1)C(=O)N)C1=CC=C(C=C1)C=O 5-fluoro-2-(4-formylphenyl)-2H-indazole-7-carboxamide